N-(3-((6-(pyridin-3-yl)quinazolin-4-yl)amino)phenyl)propanamide N1=CC(=CC=C1)C=1C=C2C(=NC=NC2=CC1)NC=1C=C(C=CC1)NC(CC)=O